2-(4-chlorophenyl)-1,4-di-p-tolylbutane-1,4-dione ClC1=CC=C(C=C1)C(C(=O)C1=CC=C(C=C1)C)CC(=O)C1=CC=C(C=C1)C